FC(C(=O)O)(F)F.COC(=O)C1=NC(=NC=C1)N1CCC(CC1)C(=O)O 1-(4-(methoxycarbonyl)pyrimidin-2-yl)piperidine-4-carboxylic acid trifluoroacetate